Ethyl 2-(4-(((tert-butoxycarbonyl)(2-(4'-fluoro-[1,1'-biphenyl]-4-yl)cyclopropyl)amino)methyl)piperidin-1-yl)pyrimidine-5-carboxylate C(C)(C)(C)OC(=O)N(C1C(C1)C1=CC=C(C=C1)C1=CC=C(C=C1)F)CC1CCN(CC1)C1=NC=C(C=N1)C(=O)OCC